3-methylpiperidin-2,6-dione CC1C(NC(CC1)=O)=O